C(C1=CC=CC=C1)OC1=NC(=CC=C1C1=CC(=C(C=C1)N1CCN(CC1)CC1CCC(CC1)(C)NC(OC(C)(C)C)=O)F)OCC1=CC=CC=C1 Tert-butyl N-[4-[[4-[4-(2,6-dibenzyloxy-3-pyridyl)-2-fluoro-phenyl]piperazin-1-yl]methyl]-1-methyl-cyclohexyl]carbamate